6-bromo-3,4-dihydroquinolin BrC=1C=C2CCC=NC2=CC1